4-phenylpyrrol-2-one trifluoroacetate FC(C(=O)O)(F)F.C1(=CC=CC=C1)C1=CC(N=C1)=O